C(=S)[O-].[Na+].C(C)NCC diethyl-amine sodium thioformate